Heptadecyl 4-methylbenzenesulfonate CC1=CC=C(C=C1)S(=O)(=O)OCCCCCCCCCCCCCCCCC